N-(2-((3R,4S)-4-(2-(dimethylamino)ethoxy)-3-fluoropiperidin-1-yl)pyrimidin-4-yl)-5-iso-Propyl-8-((R)-2-methylazetidin-1-yl)-2,7-naphthyridin-3-amine CN(CCO[C@@H]1[C@@H](CN(CC1)C1=NC=CC(=N1)NC=1N=CC2=C(N=CC(=C2C1)C(C)C)N1[C@@H](CC1)C)F)C